C(C)(C)(C)N(C(O)=O)[C@H](C(=O)NC=1C=NC(=NC1)C=1C(=NOC1C)C)C1CCC(CC1)C.CC(C=O)(C)N1CCN(CC1)C1COC1 2-methyl-2-[4-(oxetan-3-yl)piperazin-1-yl]propanal tert-butyl-((S)-2-((2-(3,5-dimethylisoxazol-4-yl)pyrimidin-5-yl)amino)-1-((1r,4S)-4-methylcyclohexyl)-2-oxoethyl)carbamate